N[C@@H]1CN(CC[C@H]1C(F)(F)F)C(=O)OCC1=CC=CC=C1 trans-benzyl 3-amino-4-(trifluoromethyl)piperidine-1-carboxylate